(2S)-2-amino-6-(pyrimidine-5-carbonylamino)hexanoic acid N[C@H](C(=O)O)CCCCNC(=O)C=1C=NC=NC1